C1[C@@H]([C@H]([C@@H](O[C@@]1(C(=O)[O-])O)[C@@H]([C@@H](COP(=O)([O-])[O-])O)O)O)O The molecule is a carbohydrate acid derivative anion obtained by deprotonation of the phosphate and carboxy groups of 3-deoxy-D-glycero-beta-D-galacto-nonulosonic acid 9-phosphate It is a carbohydrate acid derivative anion and an organophosphate oxoanion. It is a conjugate base of a 3-deoxy-D-glycero-beta-D-galacto-nonulosonic acid 9-phosphate.